9-chloro-10-(2,4-difluorophenyl)-7-((R)-2-methylpiperazin-1-yl)-2,3-dihydro-5H-[1,4]thiazino[2,3,4-ij]quinazolin-5-one ClC=1C=C2C(=NC(N3C2=C(C1C1=C(C=C(C=C1)F)F)SCC3)=O)N3[C@@H](CNCC3)C